FC1=C(C=CC(=C1F)OC)C1=CN=C(N1C)C(=O)NC1=CC(=C(C=C1)C(=O)N1CCC(CC1)C(=O)N1CCN(CC1)CCCN(C)C)CC 5-(2,3-difluoro-4-methoxy-phenyl)-N-[4-[4-[4-[3-(dimethylamino)propyl]piperazine-1-carbonyl]piperidine-1-carbonyl]-3-ethyl-phenyl]-1-methyl-imidazole-2-carboxamide